4-chloro-2-(methylthio)-5,6,7,8-tetrahydropyrido[3,4-d]pyrimidine ClC=1C2=C(N=C(N1)SC)CNCC2